3-((5-formyl-2-(methylthio)pyrimidin-4-yl)amino)azetidine-1-carboxylic acid tert-butyl ester C(C)(C)(C)OC(=O)N1CC(C1)NC1=NC(=NC=C1C=O)SC